N-Cyclopentyl-N,4-dimethyl-5-(2-((5-(4-methylpiperazin-1-yl)pyridin-2-yl)amino)pyrimidin-4-yl)thiazol-2-amine C1(CCCC1)N(C=1SC(=C(N1)C)C1=NC(=NC=C1)NC1=NC=C(C=C1)N1CCN(CC1)C)C